4-(5-(3-amino-8-azabicyclo[3.2.1]octane-8-yl)-8-(4-chloro-3-hydroxyphenyl)imidazolo[1,2-c]pyrimidin-7-yl)-2-fluorobenzonitrile hydrochloride Cl.NC1CC2CCC(C1)N2C2=NC(=C(C=1N2C=CN1)C1=CC(=C(C=C1)Cl)O)C1=CC(=C(C#N)C=C1)F